2-[(2-Aminoethyl)amino]-N-[3-carbamoyl-1-(2-hydroxyethyl)-1H-pyrazol-4-yl]pyrrolo[2,1-f][1,2,4]triazin-7-carboxamid NCCNC1=NN2C(C=N1)=CC=C2C(=O)NC=2C(=NN(C2)CCO)C(N)=O